tributyltetradecylphosphonium chloride [Cl-].C(CCC)[P+](CCCCCCCCCCCCCC)(CCCC)CCCC